S(=O)(=O)(Cl)Cl Sulfonyl chloride